CN1C(=CC(C=C1)=O)C(F)(F)F 1-Methyl-2-trifluoromethyl-4-pyridone